myristyl-aminosodium diacetate C(C)(=O)O.C(C)(=O)O.C(CCCCCCCCCCCCC)N[Na]